C(C)(C)(C)OC(=O)N1CCN(CC1)C=1C=CC(=C(C(=O)O)C1)C(C)(C)C(=O)O 5-(4-(tert-Butoxycarbonyl)piperazin-1-yl)-2-(2-carboxypropan-2-yl)benzoic acid